ClC=1C=C(OCC(=O)NC23CCC(C2)(C3)C(=O)NC3=NC=C(C=C3)OC(F)(F)F)C=CC1Cl 4-[2-(3,4-dichlorophenoxy)acetamido]-N-[5-(trifluoromethoxy)pyridin-2-yl]bicyclo[2.1.1]hexane-1-carboxamide